ClC=1C=C(C=CC1F)C(CC(=O)NC1=CC(=C(C=C1)Cl)C(=O)NC1=C(C=C(C=C1)F)F)C(F)(F)F 3-chloro-N-[4-chloro-3-[[(2,4-difluorophenyl)amino]carbonyl]phenyl]-4-fluoro-β-(trifluoromethyl)benzenepropanamide